C1(CCCCCCC1)NC(=O)C=1NC=C(C1)C1=C(C=C(C=C1)Cl)Cl N-cyclooctyl-4-(2,4-dichlorophenyl)-1H-pyrrole-2-carboxamide